mercapto-2'-deoxyguanosine S[C@@]1(C[C@H](O)[C@@H](CO)O1)N1C=NC=2C(=O)NC(N)=NC12